CC=1C2=C(N3CCC(CC13)N1C(CCCC1)=O)N=CC(=C2)C(F)(F)F 1-(5-methyl-3-(trifluoromethyl)-6,7,8,9-tetrahydropyrido[3,2-b]indolizin-7-yl)-2-oxopiperidin